vinyl-silicon C(=C)[Si]